BrC1=CC=C2/C(/C(NC2=C1)=O)=C(\C1=CC=CC=C1)/NC1=CC=C(C=C1)N(C(CN(C)C)=O)C (Z)-N-(4-(((6-bromo-2-oxoindolin-3-ylidene)(phenyl)methyl)amino)phenyl)-2-(dimethylamino)-N-methylacetamide